CC=1C=C(C=C(C1)C)C1=C(C=CC=C1)C1=NC=CC=C1C 2-(3',5'-dimethyl-[1,1'-biphenyl]-2-yl)-3-methylpyridine